FC(C1=C(OC=2C=C3CCCC(C3=CC2)CN)C=CC=C1)(F)F {6-[2-(trifluoromethyl)phenoxy]-1,2,3,4-tetrahydronaphthalen-1-yl}methylamine